O[B-]1([C@@H]2C[C@@H]2C2=CC=C(C(=C2C1)C(=O)O)OC1CN(C1)CC1=NNC=N1)O (2S,4R)-5,5-dihydroxy-9-{1-[(1H-1,2,4-triazol-3-yl)methyl]azetidin-3-yl}oxy-5-boranuidatricyclo[5.4.0.02,4]undeca-1(11),7,9-triene-8-carboxylic acid